((3-(2-Oxo-3-phenylpyrrolidin-1-yl)-5-(trifluoromethyl)phenyl)carbamoyl)(3-(((1s,4s)-4-((2,2,2-trifluoroethyl)amino)cyclohexyl)methyl)-1,2,3-oxadiazol-3-ium-5-yl)amide O=C1N(CCC1C1=CC=CC=C1)C=1C=C(C=C(C1)C(F)(F)F)NC(=O)[N-]C1=C[N+](=NO1)CC1CCC(CC1)NCC(F)(F)F